FC1=C(C(=CC=C1)F)[C@@H]1C[C@@H](C=2N1N=C(N2)[S@@](=O)CF)F (5S,7s)-5-(2,6-difluorophenyl)-7-fluoro-2-[(R)-fluoromethylsulfinyl]-6,7-dihydro-5H-pyrrolo[1,2-b][1,2,4]triazole